2-(3,6-dibromo-2-fluorophenyl)ethane-1-sulfonyl chloride BrC=1C(=C(C(=CC1)Br)CCS(=O)(=O)Cl)F